2-(2-(((3R,4R)-1-(cyclopropylsulfonyl)-3-hydroxypiperidin-4-yl)amino)-5-fluoropyrrolo[2,1-f][1,2,4]triazin-7-yl)-5-fluorobenzonitrile C1(CC1)S(=O)(=O)N1C[C@H]([C@@H](CC1)NC1=NN2C(C=N1)=C(C=C2C2=C(C#N)C=C(C=C2)F)F)O